N-(4-(4-methylpiperazin-1-yl)pyridin-2-yl)-5-(pyridin-4-yl)thiazolo-[5,4-b]pyridin-2-amine CN1CCN(CC1)C1=CC(=NC=C1)NC=1SC2=NC(=CC=C2N1)C1=CC=NC=C1